3-{[2-fluoro-3-(methylaminosulfonylamino)phenyl]methyl}-4-methyl-7-(3-pyridazinyloxy)-3,4-dihydro-2H-1-oxa-3,5-diazanaphthalen-2-one FC1=C(C=CC=C1NS(=O)(=O)NC)CN1C(OC2=CC(=CN=C2C1C)OC=1N=NC=CC1)=O